N-(4-benzofuran-2-yl-phenyl)-N-(4-benzooxazole-2-yl-phenyl)-N-{4-(2-thiophene-2-yl-benzooxazole-6-yl)-phenyl}-amine O1C(=CC2=C1C=CC=C2)C2=CC=C(C=C2)N(C2=CC=C(C=C2)C2=CC1=C(N=C(O1)C=1SC=CC1)C=C2)C2=CC=C(C=C2)C=2OC1=C(N2)C=CC=C1